N-(2-methoxy-4-nitrophenyl)-2-chloropyridine-4-carboxamide COC1=C(C=CC(=C1)[N+](=O)[O-])NC(=O)C1=CC(=NC=C1)Cl